FC1=C(C=CC(=C1)F)N1CCN(CC1)[C@H](C)C1=CC=C(C(=O)OC)C=C1 Methyl (R)-4-(1-(4-(2,4-difluorophenyl)piperazin-1-yl)ethyl)benzoate